NC1=C(C(=C2C(=N1)CCCO2)C=2CC(CN(CC2)C(=O)OC(C)(C)C)O[Si](C)(C)C(C)(C)C)Cl tert-butyl 5-(6-amino-7-chloro-3,4-dihydro-2H-pyrano[3,2-b]pyridin-8-yl)-3-[tert-butyl(dimethyl)silyl]oxy-2,3,4,7-tetrahydroazepine-1-carboxylate